S1C(=CC=C1)C1=NN(C(=C1)O)C1=NC(=C(N=C1C)C)C 3-(thiophen-2-yl)-1-(3,5,6-trimethylpyrazin-2-yl)-1H-pyrazol-5-ol